1,3,5-tris(3-isocyanatotolyl)-1,3,5-triazin-2,4,6-trione N(=C=O)C=1C(=C(C=CC1)C)N1C(N(C(N(C1=O)C1=C(C=CC=C1N=C=O)C)=O)C1=C(C=CC=C1N=C=O)C)=O